N-[3,3-difluoro-1-(hydroxymethyl)cyclobutyl]-2-methyl-5-[(pyridin-2-yl)methoxy]pyrazolo[1,5-a]pyridine-3-carboxamide FC1(CC(C1)(CO)NC(=O)C=1C(=NN2C1C=C(C=C2)OCC2=NC=CC=C2)C)F